2,2,4-trimethyl-6-phenyl-N-(4-phenylbutyl)piperazine-1-carboxamide CC1(N(C(CN(C1)C)C1=CC=CC=C1)C(=O)NCCCCC1=CC=CC=C1)C